3,5-dimethoxy-2,6-difluorophenylacetylene COC=1C(=C(C(=C(C1)OC)F)C#C)F